N,14-dimethyl-8,12-dioxa-2,16,22,26,30-pentaazapentacyclo[18.6.2.1^{3,7}.1^{13,17}.0^{24,28}]triaconta-1(27),3,5,7(30),13,15,17(29),20,22,24(28),25-undecaen-18-yn-23-amine CNC1=NC=C2C#CC=3N=CC(=C(OCCCOC=4C=CC=C(NC=5N=CC1=C2C5)N4)C3)C